2-amino-2-(4-isoquinolyl)acetonitrile NC(C#N)C1=CN=CC2=CC=CC=C12